OC1=CC=C(C=C1)C(C)(CC)C1=CC=C(C=C1)O 2,2-bis-(4-hydroxyphenyl)-butane